(S)-7-(4-(2-(((S)-5,5-dimethyltetrahydrofuran-3-yl)oxy)-5-fluorophenyl)piperidin-1-yl)-2-(1,3,4-oxadiazol-2-yl)-5-oxa-2-azaspiro[3.4]octane CC1(C[C@@H](CO1)OC1=C(C=C(C=C1)F)C1CCN(CC1)[C@@H]1COC2(CN(C2)C=2OC=NN2)C1)C